(S)-3-(4-(5-((6-(3,5-dichlorophenyl)-4-((4-(((methoxycarbonyl)amino)methyl)piperidin-1-yl)methyl)pyridin-2-yl)oxy)pyrimidin-2-yl)-2-methyl-piperazin-1-yl)propanoic acid ClC=1C=C(C=C(C1)Cl)C1=CC(=CC(=N1)OC=1C=NC(=NC1)N1C[C@@H](N(CC1)CCC(=O)O)C)CN1CCC(CC1)CNC(=O)OC